styrylmethyl-2-aminoethylammonium C(=CC1=CC=CC=C1)C[NH2+]CCN